OC1=C(C(=CC(=C1C(=O)N1CCS(CC1)(=O)=O)CCCCC)O)C1=CC(=CC=C1)C (2,6-dihydroxy-3'-methyl-4-pentyl-[1,1'-biphenyl]-3-yl)(1,1-dioxidothiomorpholino)methanone